COC=1C=C2CCCCC2=CC1 6-(methoxy)tetrahydronaphthalene